C1(CC1)CN1C=CC2=NN(C(C(=C21)C2=CC=C(C=C2)OC(F)F)=O)C2=CC1=CN(N=C1C=C2)C 5-(cyclopropylmethyl)-4-(4-(difluoromethoxy)phenyl)-2-(2-methyl-2H-indazol-5-yl)-2,5-dihydro-3H-pyrrolo[3,2-c]pyridazin-3-one